ClC1=CC(=C(C(=N1)C1=CC=C(C=C1)F)OC\C(\C)=N\[S@@](=O)C(C)(C)C)I (S,E)-N-(1-((6-chloro-2-(4-fluorophenyl)-4-iodopyridin-3-yl)oxy)propan-2-ylidene)-2-methylpropane-2-sulfinamide